iron (iii) hydroxide [OH-].[Fe+3].[OH-].[OH-]